NC1=NC2=NC=NC(=C2N1)N 8-aminoadenine